thiophthalide C1(=S)OCC2=CC=CC=C12